NC1=C(C=C(C=C1)C=1CCN(CC1)C1CCN(CC1)CCOC(C)=O)OC.BrC1=NC=CC(=C1)CN1CCCCC1 2-Bromo-4-(piperidinylmethyl)pyridine 2-(4-(4-(4-amino-3-methoxyphenyl)-3,6-dihydropyridin-1(2H)-yl)piperidin-1-yl)ethyl-acetate